(2S)-N-(1-(6,7-Difluoro-1-methoxyisoquinolin-4-yl)ethyl)-N-methylindoline-2-carboxamide FC=1C=C2C(=CN=C(C2=CC1F)OC)C(C)N(C(=O)[C@H]1NC2=CC=CC=C2C1)C